[N+](=O)([O-])C1=CC=2P(C3=CC=CC=C3NC2C=C1)(CCCCCCCC)=O 2-nitro-10-octyl-5H-phenophosphazinine-10-oxide